(S)-3-amino-7-(3-hydroxyl-3-methylbut-1-yn-1-yl)-5-methyl-2,3-dihydrobenzo[b][1,4]oxazepine-4(5H)-one N[C@@H]1C(N(C2=C(OC1)C=CC(=C2)C#CC(C)(C)O)C)=O